N=1C=C(N2C1C=CC=C2)C2CN(CCN2)C(=O)OC(C)(C)C tert-butyl 3-imidazo[1,2-a]pyridin-3-ylpiperazine-1-carboxylate